ClC1=NC=C(C(=N1)C1=CN(C=C1)C1=CC=C(C=C1)C)Cl 3-(2,5-dichloropyrimidin-4-yl)-1-p-tolyl-1H-pyrrole